2-[4-[(E)-3-(3-Bromo-4-fluorophenyl)prop-2-enoyl]phenoxy]propanoic acid BrC=1C=C(C=CC1F)/C=C/C(=O)C1=CC=C(OC(C(=O)O)C)C=C1